1-chloro-4-methylthiobenzene ClC1=CC=C(C=C1)SC